C(C)OC(\C=C\C(=O)O/N=C(\[C@H]1[C@@H](C1)F)/N)=O.CC=1C(CCCC1OCCC(=C)C)=O methyl-3-((3-methylbut-3-en-1-yl)oxy)cyclohex-2-en-1-one (E)-ethyl-4-(((E)-(amino((1S,2R)-2-fluorocyclopropyl)methylene)amino)oxy)-4-oxobut-2-enoate